OC=1C=CC(=NC1)N1C(C=2CCC(CC2C=N1)C1=C(C(=CC=C1)OC)C)=O 2-(5-Hydroxypyridin-2-yl)-6-(3-methoxy-2-methylphenyl)-5,6,7,8-tetrahydrophthalazin-1(2H)-one